hydrochloric acid, hydroiodide I.Cl